tert-butyl (2R,5S)-4-(6,7-dichloro-1-(M)-(2-isopropyl-4-methylpyridin-3-yl)-2-oxo-1,2-dihydropyrido[2,3-d]pyrimidin-4-yl)-2,5-dimethylpiperazine-1-carboxylate ClC1=CC2=C(N(C(N=C2N2C[C@H](N(C[C@@H]2C)C(=O)OC(C)(C)C)C)=O)C=2C(=NC=CC2C)C(C)C)N=C1Cl